COC1=CC=C(C=C1)C=1OC(=C(N1)C(=O)[O-])C1=CC=CC=C1 2-(4-methoxyphenyl)-5-phenyloxazole-4-carboxylate